[Be].[Be] beryllium, beryllium salt